The molecule is a naphthoquinone that is 1,4-naphthoquinone in which the hydrogens at positions 5 and 8 are replaced by hydroxy groups. It has a role as a plant metabolite, an antibacterial agent, an acaricide, an antineoplastic agent and an apoptosis inducer. C1=CC(=C2C(=O)C=CC(=O)C2=C1O)O